azaspiro[4.5]dec-3-en-4-ylcarbonate N1CC=C(C12CCCCC2)OC([O-])=O